COC(C=C)=O propenoic acid methyl ester